COC(C(=CC1=CC=CC=C1)C=1N=NN(C1)CC1=CC(=CC=C1)OC)=O (1-(3-methoxybenzyl)-1H-1,2,3-triazol-4-yl)cinnamic acid methyl ester